(R)-N-[(1S)-1-[4-(4-chloro-2,3,7,10-tetrazatricyclo[7.4.0.02,6]trideca-1(9),3,5,7-tetraen-10-yl)phenyl]-2,2,2-trifluoro-ethyl]-N-ethyl-2-methyl-propane-2-sulfinamide ClC1=NN2C=3CCCN(C3C=NC2=C1)C1=CC=C(C=C1)[C@@H](C(F)(F)F)N([S@](=O)C(C)(C)C)CC